Tert-butyl isoquinoline-2(3H)-carboxylate C=1N(CC=C2C=CC=CC12)C(=O)OC(C)(C)C